C(C)S(=O)(=O)CC1=CC(=C(OC=2C=C(OCCOC3CCN(CC3)C(=O)OC(C)(C)C)C=CC2)C=C1)C=1C2=C(C(N(C1)C)=O)NC=C2 tert-butyl 4-[2-[3-[4-(ethylsulfonylmethyl)-2-(6-methyl-7-oxo-1H-pyrrolo[2,3-c]pyridin-4-yl)phenoxy] phenoxy]ethoxy]piperidine-1-carboxylate